C[Si](OC1CS(OC1)(=O)=O)(CC#C)C 4-((Dimethyl(prop-2-ynyl)silyl)oxy)-1,2-oxathiolane 2,2-dioxide